N'-(2-chloro-6-methylbenzoyl)hydrazine ClC1=C(C(=O)NN)C(=CC=C1)C